2-(4-((2S,5R)-4-(2-Hydroxy-2-methylpropanoyl)-2,5-dimethylpiperazin-1-yl)-3-(pyridin-4-yl)-1H-pyrrolo[3,2-c]pyridin-1-yl)isonicotinonitrile OC(C(=O)N1C[C@@H](N(C[C@H]1C)C1=NC=CC2=C1C(=CN2C=2C=C(C#N)C=CN2)C2=CC=NC=C2)C)(C)C